methyl 6-{1-[(4-fluorophenyl)amino]-1-oxopropan-2-yl}-3,4-dihydro-1,5-naphthyridine-1(2H)-carboxylate FC1=CC=C(C=C1)NC(C(C)C=1N=C2CCCN(C2=CC1)C(=O)OC)=O